NC1=CC=CC(=N1)S(=O)(=O)NC(=O)C=1C(=NC(=CC1)C1=C(C=C(C=C1)O)C)OC1=C(C=C(C=C1C)C)C N-[(6-Amino-2-pyridyl)sulfonyl]-6-(4-hydroxy-2-methylphenyl)-2-(2,4,6-trimethylphenoxy)pyridin-3-carboxamid